N1N=CC2=CC(=CC=C12)NC1=NC(=NC2=CC=CC=C12)C1=CC=C2C=CN(C2=C1)C1CN(CC1)C N-(1H-indazol-5-yl)-2-(1-(1-methylpyrrolidin-3-yl)-1H-indol-6-yl)quinazolin-4-amine